CO/C(/C(=O)OC)=C/C(=O)OC dimethyl methoxymaleate